6-Chloro-N-[1-methyl-3-(2-methylpropyl)-1H-pyrazol-5-yl]quinoline-7-carboxamide ClC=1C=C2C=CC=NC2=CC1C(=O)NC1=CC(=NN1C)CC(C)C